OCC1(N2CCC(C1=O)(CC2)C)COC(C)C 2-(hydroxymethyl)-2-(isopropoxymethyl)4-methyl-quinuclidin-3-one